C(C)(C)(C)OC(=O)NC1=NOC(=C1B(O)O)C (3-[(TERT-BUTOXYCARBONYL)AMINO]-5-METHYLISOXAZOL-4-YL)BORONIC ACID